O=C1NC(CCC1N1C(C2=CC=C(C=C2C1=O)N1CCN(CCC1)CCCCCOC1=CC=C(C=C1)\C(=C(\CC)/C1=CC=CC=C1)\C1=CC=C(C=C1)O)=O)=O (Z)-2-(2,6-dioxopiperidin-3-yl)-5-(4-(5-(4-(1-(4-hydroxyphenyl)-2-phenylbut-1-en-1-yl)phenoxy)pentyl)-1,4-diazepan-1-yl)isoindoline-1,3-dione